BrC1=NN2C(S1)=NC(=C2)C2CC2 2-bromo-6-cyclopropylimidazo[2,1-b][1,3,4]thiadiazole